carbamic acid 1-(3,5-di-tert-butylphenyl)-1-methylethyl ester C(C)(C)(C)C=1C=C(C=C(C1)C(C)(C)C)C(C)(C)OC(N)=O